ClC=1C=C(C=CC1F)NC1=C(C=NC2=CC(=CC=C12)C=1C=NN(C1)C1CCN(CC1)C)C#N 4-((3-chloro-4-fluorophenyl)amino)-7-(1-(1-methylpiperidin-4-yl)-1H-pyrazol-4-yl)quinoline-3-carbonitrile